2-(4-(3,3-difluoro-1-(4-methyl-4H-1,2,4-triazol-3-yl)cyclobutyl)-6-ethylpyridin-2-yl)-6-(((1-methylcyclobutyl)amino)methyl)-4-(trifluoromethyl)isoindolin-1-one FC1(CC(C1)(C1=NN=CN1C)C1=CC(=NC(=C1)CC)N1C(C2=CC(=CC(=C2C1)C(F)(F)F)CNC1(CCC1)C)=O)F